Ethyl (5-(2,3-difluoro-5-((4-oxo-3,4-dihydrophthalazin-1-yl)methyl)phenyl)-1H-benzoimidazol-2-yl)carbamate FC1=C(C=C(C=C1F)CC1=NNC(C2=CC=CC=C12)=O)C1=CC2=C(NC(=N2)NC(OCC)=O)C=C1